N-(5-fluoro-2,3-dihydro-1H-inden-2-yl)-5-(3-(4-(5-(trifluoromethyl)-1,3,4-oxadiazol-2-yl)piperidin-1-yl)-4,5-dihydroisoxazol-5-yl)pyrimidin-2-amine FC=1C=C2CC(CC2=CC1)NC1=NC=C(C=N1)C1CC(=NO1)N1CCC(CC1)C=1OC(=NN1)C(F)(F)F